O1C(=C(C=C1)N)N furanebis-amine